C(C)N(CCCNC(=O)C1=CC2=C(N3C(S2)=NC(=C3)C3=CC=C(C=C3)CN(C)C)C=C1)CC N-(3-(diethylamino)propyl)-2-(4-((dimethylamino)methyl)phenyl)benzo[d]imidazo[2,1-b]thiazole-7-carboxamide